N-(8-cyano-[1,2,4]triazolo[4,3-a]pyridin-6-yl)-2-(2-cyclopropyl-4-isopropyl-7-oxothiazolo[4,5-d]pyridazin-6(7H)-yl)acetamide C(#N)C=1C=2N(C=C(C1)NC(CN1N=C(C3=C(C1=O)SC(=N3)C3CC3)C(C)C)=O)C=NN2